((2R,3S,4R,5R)-5-(4-aminopyrrolo[2,1-f][1,2,4]triazin-7-yl)-5-cyano-3-(2-cyclohexylacetoxy)-4-hydroxytetrahydrofuran-2-yl)methyl (S)-2-acetamido-3,3-dimethylbutanoate C(C)(=O)N[C@H](C(=O)OC[C@H]1O[C@@]([C@@H]([C@@H]1OC(CC1CCCCC1)=O)O)(C#N)C1=CC=C2C(=NC=NN21)N)C(C)(C)C